3-(2-chloro-6-fluorophenyl)-5-methylisoxazole ClC1=C(C(=CC=C1)F)C1=NOC(=C1)C